8-chloro-2-(5-cyclopropyl-1H-pyrazol-3-yl)isoquinolin-1(2H)-one ClC=1C=CC=C2C=CN(C(C12)=O)C1=NNC(=C1)C1CC1